(2R,3R,3aS,6S,6aR)-6-((2-amino-3-chloroquinolin-7-yl)oxy)-2-(4-amino-5-methyl-7H-pyrrolo[2,3-d]pyrimidin-7-yl)hexahydro-3aH-cyclopenta[b]furan-3,3a-diol 2,2,2-trifluoroacetate FC(C(=O)O)(F)F.NC1=NC2=CC(=CC=C2C=C1Cl)O[C@H]1CC[C@]2([C@@H]1O[C@H]([C@@H]2O)N2C=C(C1=C2N=CN=C1N)C)O